N-(7-(dimethoxymethyl)-1,2,3,4-tetrahydro-2,4-methylene-1,8-naphthyridin-4-yl)-1-methylpyrrolidine-3-carboxamide COC(C1=CC=C2C3(CC(NC2=N1)C3)NC(=O)C3CN(CC3)C)OC